(R)-methyl 3-benzyl-4-(3-(3-(benzyloxy)-2,4-difluoro-5-(trifluoromethyl)phenyl)-1-methyl-1H-pyrazolo[3,4-d]pyrimidin-6-yl)piperazine-1-carboxylate C(C1=CC=CC=C1)[C@@H]1CN(CCN1C1=NC=C2C(=N1)N(N=C2C2=C(C(=C(C(=C2)C(F)(F)F)F)OCC2=CC=CC=C2)F)C)C(=O)OC